5-((1,4-dimethylpiperazin-2-yl)methoxylpyridin-2-yl)benzamide CN1C(CN(CC1)C)COC=1C(=NC=CC1)C=1C=CC=C(C(=O)N)C1